C(C)(C)NC1CN(CC1)C=1N=C2C=CC(=NC2=CC1)C1=CC2=CN(N=C2C(=C1O)C)C 5-{6-[3-(isopropylamino)pyrrolidin-1-yl]-1,5-naphthyridin-2-yl}-2,7-dimethylindazol-6-ol